6-amino-N-methylbenzo[d]thiazole-2-carboxamide NC1=CC2=C(N=C(S2)C(=O)NC)C=C1